heptadec-9-yl 3-oxopropionate O=CCC(=O)OC(CCCCCCCC)CCCCCCCC